OC1=C(C=O)C=CC(=C1)OCC=1C(=C(C=CC1)C1=CC=CC=C1)C 2-hydroxy-4-((2-methyl-[1,1'-biphenyl]-3-yl)methoxy)benzaldehyde